ClC=1C=NC(=NC1)N1CCC2(CC(C2)CCOC2=CC(=C(C(=C2)F)CC(=O)N2CC(C2)CNC[C@@H]([C@H]([C@@H]([C@@H](CO)O)O)O)O)F)CC1 2-[4-[2-[7-(5-chloropyrimidin-2-yl)-7-azaspiro[3.5]nonan-2-yl]ethoxy]-2,6-difluoro-phenyl]-1-[3-[[[(2S,3R,4R,5R)-2,3,4,5,6-pentahydroxyhexyl]amino]methyl]azetidin-1-yl]ethanone